6-(1H-pyrazol-1-yl)-1,2,3,4-tetrahydroisoquinoline, trifluoroacetate salt FC(C(=O)O)(F)F.N1(N=CC=C1)C=1C=C2CCNCC2=CC1